N-(3-Amino-3,3-dimethylpropanoyl)-L-histidin NC(CC(=O)N[C@@H](CC1=CNC=N1)C(=O)O)(C)C